BrC=1C=C(C=CC1F)NC(C(C)(C)C)=O N-(3-bromo-4-fluorophenyl)trimethylacetamide